2,4-dimethyl-2-(trans-4-(methyl(2,2,2-trifluoroethyl)amino)cyclohexyl)-N-((6-methyl-4-(methylthio)-2-oxo-1,2-dihydropyridin-3-yl)methyl)benzo[d][1,3]dioxole-5-carboxamide CC1(OC2=C(O1)C=CC(=C2C)C(=O)NCC=2C(NC(=CC2SC)C)=O)[C@@H]2CC[C@H](CC2)N(CC(F)(F)F)C